1-(4-(6-chloro-8-fluoro-7-(3-hydroxy-naphthalen-1-yl)-2-(2-(pyridin-2-yl)ethoxy)quinazolin-4-yl)piperazin-1-yl)prop-2-en-1-one ClC=1C=C2C(=NC(=NC2=C(C1C1=CC(=CC2=CC=CC=C12)O)F)OCCC1=NC=CC=C1)N1CCN(CC1)C(C=C)=O